(6S,9R)-6-(2,3-difluorophenyl)-9-hydroxy-6,7,8,9-tetrahydro-5H-cyclohepta[b]pyridin-5-one FC1=C(C=CC=C1F)[C@H]1C(C=2C(=NC=CC2)[C@@H](CC1)O)=O